CC1(CCCC=2C=CC=NC12)CC(=O)N 8-methyl-5,6,7,8-tetrahydroquinolin-8-yl-acetamide